1-amino-N-(3,4-dichlorophenyl)-6,7,8,9-tetrahydro-5H-6,9-epiminocyclohepta[c]pyridine-10-carboxamide NC1=NC=CC2=C1C1CCC(C2)N1C(=O)NC1=CC(=C(C=C1)Cl)Cl